4-(furan-2-carbonyl)-2-phenyl-2,4-dihydro-3H-1,2,4-triazole O1C(=CC=C1)C(=O)N1CN(N=C1)C1=CC=CC=C1